N-(1-cyclobutyl-3-(3,3-difluoro-1-methylcyclobutyl)-4-methyl-1H-pyrazol-5-yl)-2-(1-methylcyclopropyl)acetamide C1(CCC1)N1N=C(C(=C1NC(CC1(CC1)C)=O)C)C1(CC(C1)(F)F)C